C(C)(=O)[O-].[Sn+2].C(C)(C)(C)C1=C(C(=C(COC(C2=CC=C(C(=S)OCC3=C(C(=C(C=C3C)C(C)(C)C)O)C)C=C2)=S)C(=C1)C)C)O.C[C@H]1NCC[C@H](C1)NC(=O)C1CC1.C(C)(=O)[O-] N-((2R,4R)-2-methylpiperidin-4-yl)cyclopropane-1-carboxamide bis-(4-tert-butyl-3-hydroxy-2,6-dimethylbenzyl)dithioterephthalate tin(II) acetate